(11-phosphaundecyl)(triethoxy)silane C(CCCCCCCCCP)[Si](OCC)(OCC)OCC